CC1=C2C(=NC=C1C1=CC=CN1)NC=C2 5-(4-methyl-1H-pyrrolo[2,3-b]pyridin-5-yl)-1H-pyrrole